C(C)(C)(C)C=1C=C(C=C(C1O)C(C)(C)C)CCC(=O)NCCCCCCNC(CCC1=CC(=C(C(=C1)C(C)(C)C)O)C(C)(C)C)=O di-(3,5-di-tert-butyl-4-hydroxyphenyl-propionyl)-hexamethylenediamine